[2,4-bis(9-anthracenyl)-6-tetrahydropyranyloxyphenyl]Dicyclohexylphosphine C1=CC=CC2=CC3=CC=CC=C3C(=C12)C1=C(C(=CC(=C1)C=1C2=CC=CC=C2C=C2C=CC=CC12)OC1OCCCC1)P(C1CCCCC1)C1CCCCC1